6-fluoro-3,4-dihydro-spiro[benzo[b][1,4]oxazine-2,1'-cyclopropane] FC1=CC2=C(OC3(CC3)CN2)C=C1